3-(4-chloronaphthalen-1-yl)propanoic acid ClC1=CC=C(C2=CC=CC=C12)CCC(=O)O